C(C)(=O)NC1=C(C(=O)NC=2SC(=CN2)Br)C=CC=C1 2-Acetamido-N-(5-bromothiazol-2-yl)benzamide